C(C)(=O)OCC(=O)N(CC[C@@H](C(=O)N(N)CC(=O)OCC)NC(=O)OC(C)(C)C)[C@H](C(C)(C)C)C=1N(C=C(N1)C1=C(C=CC(=C1)F)F)CC1=CC=CC=C1 ethyl (1-{(2S)-4-[(acetoxyacetyl) {(1R)-1-[1-benzyl-4-(2,5-difluorophenyl)-1H-imidazol-2-yl]-2,2-dimethylpropyl}amino]-2-[(tert-butoxycarbonyl)amino]butanoyl}hydrazino)acetate